C(C)OC1=C2C(C=CC(C2=CC=C1)=O)=O 5-ethoxy-1,4-naphthoquinone